N1C=NC=2C=NC(=CC21)NC(C)=O N-(1H-imidazo[4,5-c]pyridin-6-yl)acetamide